methylium triphenyltetrakis(pentafluorophenyl)borate tert-butyl-4-[3-[4-(difluoromethyl)phenyl]pyrazol-1-yl]piperidine-1-carboxylate C(C)(C)(C)OC(=O)N1CCC(CC1)N1N=C(C=C1)C1=CC=C(C=C1)C(F)F.C1(=CC=CC=C1)C1(C(C(C(=C(C1F)F)F)([B-](C1=C(C(=C(C(=C1F)F)F)F)F)(C1=C(C(=C(C(=C1F)F)F)F)F)C1=C(C(=C(C(=C1F)F)F)F)F)C1=CC=CC=C1)(F)C1=CC=CC=C1)F.[CH3+]